4-((3-(2-fluorophenethyl)-2,4-dioxo-3,4-dihydroquinazolin-1(2H)-yl)methyl)-N-hydroxybenzamide FC1=C(CCN2C(N(C3=CC=CC=C3C2=O)CC2=CC=C(C(=O)NO)C=C2)=O)C=CC=C1